3-[3-(4-{5-[(7S)-7-{3-Oxa-6-azabicyclo[3.1.1]heptan-6-yl}-6,7,8,9-tetrahydro-5H-benzo[7]annulen-2-yl]-1H-pyrazolo[3,4-b]pyridin-3-yl}phenyl)pyrazin-2-yl]-1,3-oxazolidin-2-one C12COCC(N1[C@H]1CCC3=C(CC1)C=C(C=C3)C=3C=C1C(=NC3)NN=C1C1=CC=C(C=C1)C=1C(=NC=CN1)N1C(OCC1)=O)C2